(2R,3S,4S)-4-hydroxy-2-(4-(oxazol-5-yl)benzyl)pyrrolidin-3-yl (2-(difluoromethoxy)ethyl)carbamate FC(OCCNC(O[C@H]1[C@H](NC[C@@H]1O)CC1=CC=C(C=C1)C1=CN=CO1)=O)F